FC=1C=C(C=NC1)C1=NC=2N(C(=C1)NCCC1=CNC3=CC=CC=C13)N=CC2C(=O)N 5-(5-fluoro-3-pyridinyl)-7-[2-(1H-indol-3-yl)ethylamino]Pyrazolo[1,5-a]Pyrimidine-3-carboxamide